3,4-dihydro-benzo[f][1,4]thiazepine-5(2H)-one S1CCNC(C2=C1C=CC=C2)=O